C(C1=CC=CC=C1)(=O)[Sn]1(OCCN(CCO1)CCCCCCCC)C(C1=CC=CC=C1)=O 1,1-dibenzoyl-5-n-octyl-5-aza-2,8-dioxa-1-stannacyclooctane